2-[2-(2,2-difluoroethyl)-7-oxo-spiro[5H-thieno[2,3-c]pyridine-4,1'-cyclopropane]-6-yl]acetic acid FC(CC1=CC2=C(C(N(CC23CC3)CC(=O)O)=O)S1)F